1,2-diamino-9-((2r,3r,5s)-3-hydroxy-5-(hydroxymethyl)tetrahydrofuran-2-yl)-7-(prop-2-yn-1-yl)-7,9-dihydro-1H-purine-6,8-dione NN1C(=NC=2N(C(N(C2C1=O)CC#C)=O)[C@@H]1O[C@@H](C[C@H]1O)CO)N